3-cyclopentyl-3-phenylpropan-1-ol C1(CCCC1)C(CCO)C1=CC=CC=C1